(3R)-1-{4-[6-({2-[(1S,4S)-5-Methyl-2,5-diazabicyclo[2.2.1]heptan-2-yl]pyrimidin-4-yl}amino)-[1,3]thiazolo[5,4-c]pyridin-2-yl]pyridin-2-yl}pyrrolidin-3-ol CN1[C@@H]2CN([C@H](C1)C2)C2=NC=CC(=N2)NC2=CC1=C(C=N2)SC(=N1)C1=CC(=NC=C1)N1C[C@@H](CC1)O